tert-butyl (R)-(2-(((3-(2-fluoro-6-((6-fluoro-2-methylpyridin-3-yl)oxy)-3-(trifluoromethyl)benzamido)phenyl)(methyl)(oxo)-λ6-sulfaneylidene)amino)-2-oxoethyl)carbamate FC1=C(C(=O)NC=2C=C(C=CC2)[S@](=O)(C)=NC(CNC(OC(C)(C)C)=O)=O)C(=CC=C1C(F)(F)F)OC=1C(=NC(=CC1)F)C